CO[Si](OC)(OC)CC1=CC=C(C=C1)C1=CC=C(C=C1)C[Si](OC)(OC)OC 4,4'-bis(trimethoxysilylmethyl)-1,1'-biphenyl